6-(3-bromobenzyl)-5-oxo-1,4,5,6-tetrahydropyrido[3,4-C][1,8]naphthyridine-3(2H)-carboxylic acid tert-butyl ester C(C)(C)(C)OC(=O)N1CC=2C(N(C=3N=CC=CC3C2CC1)CC1=CC(=CC=C1)Br)=O